2,5-difluorophenyl isocyanate FC1=C(C=C(C=C1)F)N=C=O